2,4,6-trinitrobenzenetriol [N+](=O)([O-])C1(C(C(=CC(=C1O)[N+](=O)[O-])[N+](=O)[O-])O)O